1-(1-(6-(3-azabicyclo[3.1.0]hexan-3-yl)pyridin-3-yl)-2-((tert-butyldiphenylsilyl)oxy)ethyl)-N-((cis)-3-(5-chloro-2-cyanophenyl)cyclobutyl)-1H-pyrazole-4-carboxamide C12CN(CC2C1)C1=CC=C(C=N1)C(CO[Si](C1=CC=CC=C1)(C1=CC=CC=C1)C(C)(C)C)N1N=CC(=C1)C(=O)N[C@@H]1C[C@@H](C1)C1=C(C=CC(=C1)Cl)C#N